[Cl-].[Cl-].[Cl-].[Zr+3].C(CC)C1=CC=CC1 n-propylcyclopentadiene zirconium trichloride